N(=C=O)C1=C(SC(=C1)C(C)C)C(C)C 3-isocyanato-2,5-bis(propan-2-yl)thiophene